3-[6-[[2-(2,4-dimethylpiperazin-1-yl)-2-oxo-ethyl]amino]-1-oxo-isoindolin-2-yl]piperidine-2,6-dione benzyl(3-oxopropyl)(3-phenoxyphenethyl)carbamate C(C1=CC=CC=C1)OC(N(CCC1=CC(=CC=C1)OC1=CC=CC=C1)CCC=O)=O.CC1N(CCN(C1)C)C(CNC1=CC=C2CN(C(C2=C1)=O)C1C(NC(CC1)=O)=O)=O